NC1=CC(=NC(=C1C#N)C1=NC(=CN=C1)N1CC(CC1)(C)O)C=1SC=CN1 4-amino-2-(6-(3-hydroxy-3-methylpyrrolidin-1-yl)pyrazin-2-yl)-6-(thiazol-2-yl)nicotinonitrile